ClC1=C(C=CC=C1CC)N1CCN(CC1)CCC(C(=O)N(C)C)(C1=CC=CC=C1)C1=CC=CC=C1 4-(4-(2-Chloro-3-ethylphenyl)piperazin-1-yl)-N,N-dimethyl-2,2-diphenylbutanamide